N1(CCOCC1)CCN1C=C(C2=CC=CC=C12)CC1=CC=C(C2=CC=CC=C12)OC (1-(2-morpholin-4-ylethyl)indol-3-yl)-4-methoxynaphthalen-1-ylmethane